BrC=1C=C(C=CC1)C=1N=NNC1 4-(3-bromophenyl)-1H-1,2,3-triazole